C(C)OC(C(C1=C2N(C=N1)C[C@@H](C2)F)N2N=C1C(=C(C=C(C1=C2)Cl)Br)C)=O 2-(6-bromo-4-chloro-7-methyl-2H-indazol-2-yl)-2-((R)-6-fluoro-6,7-dihydro-5H-pyrrolo[1,2-c]imidazol-1-yl)acetic acid ethyl ester